OC1=CC(=CN=N1)C1=CC(=C2C=NN(C2=C1)C1OCCCC1)OCCOCC1CC(C1)NC(OC(C)(C)C)=O tert-butyl (3-((2-((6-(6-hydroxypyridazin-4-yl)-1-(tetrahydro-2H-pyran-2-yl)-1H-indazol-4-yl)oxy)ethoxy)methyl)cyclobutyl)carbamate